OC1=C(C=C(C=C1)C1=CCC(C=C1)(C1=CC=CC=C1)O)C(C)C 4,4'-dihydroxy-3-isopropyl-p-terphenyl